ethyl-[(3-{2-chloro-4-fluoro-5-[3-methyl-2,6-dioxo-4-(trifluoromethyl)-3,6-dihydropyrimidin-1(2H)-yl] phenoxy} pyridin-2-yl)oxy] acetate C(C)(=O)OOC1=NC=CC(=C1OC1=C(C=C(C(=C1)N1C(N(C(=CC1=O)C(F)(F)F)C)=O)F)Cl)CC